(E)-4-oxo-4-phenylbut-2-en-2-yl ((benzyloxy)carbonyl)-L-valyl-L-phenylalaninate C(C1=CC=CC=C1)OC(=O)N[C@@H](C(C)C)C(=O)N[C@@H](CC1=CC=CC=C1)C(=O)O\C(\C)=C\C(C1=CC=CC=C1)=O